C(C)(C)(C)OC(=O)NC1CC(C1)CC(=O)O {(1r,3r)-3-[(tert-butoxycarbonyl)amino]cyclobutyl}acetic acid